2-methyl-2-(3-methyl-4-((4-((3-(5-oxo-1,4-oxazepan-4-yl)propyl)amino)-5-(trifluoromethyl)pyrimidin-2-yl)amino)-1H-pyrazol-1-yl)propanamide CC(C(=O)N)(C)N1N=C(C(=C1)NC1=NC=C(C(=N1)NCCCN1CCOCCC1=O)C(F)(F)F)C